ClC=1C=C2C(=NC=NC2=C(C1C1=C(C=CC=C1O)F)F)C1=CN=C(S1)NC(C=C)=O N-(5-(6-chloro-8-fluoro-7-(2-fluoro-6-hydroxyphenyl)-quinazolin-4-yl)thiazol-2-yl)acrylamide